CN(C)CCN=C=S 2-(N,N-dimethylamino)ethyl isothiocyanate